3-(methylphenylamino)-2-cyclohexene-1-one CN(C1=CC(CCC1)=O)C1=CC=CC=C1